C(=CC1=CC=CC=C1)NC=CC1=CC=CC=C1 bis(styryl)-ammonia